FC1=C(C(=C(C(=C1[B-](C1=C(C(=C(C(=C1F)F)F)F)F)(C1=C(C(=C(C(=C1F)F)F)F)F)C1=C(C(=C(C(=C1F)F)F)F)F)F)F)F)F.C(CCCCCCCCCCCCCCCCC)C([NH3+])CCCCCCCCCCCCCCCCCC N-di(octadecyl)methyl-ammonium [tetrakis(pentafluorophenyl)borate]